1-mesitylenesulfonyl-3-nitro-1,2,4-triazole C1(=C(C(=CC(=C1)C)C)S(=O)(=O)N1N=C(N=C1)[N+](=O)[O-])C